C(C)(C)(C)N(C(O)=O)[C@@H](CC1=CNC2=CC(=CC=C12)C)C.BrC1=C(C(=CC=C1)C(F)(F)F)C bromo-2-methyl-3-(trifluoromethyl)benzene tert-butyl-(R)-(1-(6-methyl-1H-indol-3-yl)propan-2-yl)carbamate